C(\C=C/C(=O)O)(=O)O.C1(CCC1)N cyclobutanamine maleate